(1R,4S,7S)-2,6-diazabicyclo[5.2.0]nonan [C@@H]12NCCCN[C@H]2CC1